(E)-3-(4-isopropyl-3-methoxystyryl)pyridazine C(C)(C)C1=C(C=C(/C=C/C=2N=NC=CC2)C=C1)OC